NC1=NC2=CC=C(C=C2C=C1I)C(=O)N([C@H](C)C1=NC=CC=N1)CC=1C=C2C(=CN1)OCCC2 (R)-2-amino-N-((3,4-dihydro-2H-pyrano[2,3-c]pyridin-6-yl)methyl)-3-iodo-N-(1-(pyrimidin-2-yl)ethyl)quinoline-6-carboxamide